(3'r)-5',5'-difluoro-4-hydroxy-2-oxo[1,3'-bipiperidine]-1'-carboxylic acid 5-chloropyridin-2-yl ester ClC=1C=CC(=NC1)OC(=O)N1C[C@@H](CC(C1)(F)F)N1C(CC(CC1)O)=O